NC(CC[SiH2]OCCCCCCCCCCCCCC(OCCCCCCCCCCCC)OCCCCCCCCCCCC)C 3-aminobutyl(didodecanoxy)tetradecanoxysilane